[Ru+2].CC1=C(C(=CC(=C1)C)C)N1C(N(CC1)C1=C(C=C(C=C1C)C)C)=C1C(C(C(CC1)(P(C1CCCCC1)C1CCCCC1)Cl)=CC1=CC=CC=C1)Cl [1,3-bis-(2,4,6-trimethylphenyl)-2-imidazolidinylidene]dichloro(phenylmethylene)(tricyclohexylphosphine) Ruthenium (II)